CC1=C(C=C(C=C1)NC(=O)N1C2C3=CC=CC=C3C(C1)C2)C=2OC=C(N2)C N-(4-methyl-3-(4-methyloxazol-2-yl)phenyl)-3,4-dihydro-1,4-methanoisoquinoline-2(1H)-carboxamide